Ethyl 3-{3-[5-({[(7-cyclopentylpyrazolo[1,5-a]pyrimidin-6-yl)amino]carbonyl}amino)-3-methylpyridin-2-yl]-1,2,4-oxadiazol-5-yl}propanoate C1(CCCC1)C1=C(C=NC=2N1N=CC2)NC(=O)NC=2C=C(C(=NC2)C2=NOC(=N2)CCC(=O)OCC)C